N1(CCNCCN(CCC1)CC1=C(C(=CC(=C1)C)CN)O)CC1=C(C(=CC(=C1)C)CN)O 2,2'-[1,4,7-triazecane-1,7-diylbis(methylene)]bis[6-(aminomethyl)-4-methylphenol]